OC1(C2=CC=CC=C2C=2C=CC=CC2C1=O)CC1=CC=C(C=C1)NC(OC(C)(C)C)=O tert-butyl (4-((9-hydroxy-10-oxo-9,10-dihydrophenanthren-9-yl)methyl)phenyl)carbamate